1-[4-[2-Hydroxy-3-(2-methylpropylamino)propoxy]phenyl]-3-(4-methoxyphenyl)prop-2-en-1-one OC(COC1=CC=C(C=C1)C(C=CC1=CC=C(C=C1)OC)=O)CNCC(C)C